(S)-N-(1-(4-fluorophenyl)-6-(2-(propoxymethyl)pyrrolidin-1-yl)-1H-pyrazolo[3,4-d]pyrimidin-4-yl)-5-nitrothiophene-2-carboxamide FC1=CC=C(C=C1)N1N=CC=2C1=NC(=NC2NC(=O)C=2SC(=CC2)[N+](=O)[O-])N2[C@@H](CCC2)COCCC